C(C)(C)(C)OC(=O)N([C@H](C(=O)O)CC1=CC=CC=C1)C (S)-2-(tert-butoxycarbonyl(methyl)amino)-3-phenylpropanoic acid